C(C)[SiH](O[SiH](C)C)CC 1,1-diethyl-3,3-dimethyl-disiloxane